Pyranic acid O1C(C=CC=C1)C(=O)O